C1(CCCCCCCCCO1)=O Decanolid